4-[4-(2-aminoethyl)phenyl]-3-(6-morpholin-4-ylpyridazin-4-yl)sulfanylbenzonitrile NCCC1=CC=C(C=C1)C1=C(C=C(C#N)C=C1)SC1=CN=NC(=C1)N1CCOCC1